[Br-].[NH3+]N Hydrazinium bromide